C(C1=CC(=C(N)C=C1)C)C1=CC(=C(N)C=C1)C 4,4'-methylenebis(2-methylaniline)